C(C)(C)NC(=O)N[C@H](C(F)(F)F)[C@]1(CN(CC1)C(C)(C)C=1C=NC(=CC1)C)CCC=1SC(=CC1)F |o1:12| 1-isopropyl-3-((S)-2,2,2-trifluoro-1-((R or S)-3-(2-(5-fluorothiophen-2-yl)ethyl)-1-(2-(6-methylpyridin-3-yl)propan-2-yl)pyrrolidin-3-yl)ethyl)urea